(R)-8-(6-(1-(2-(4,4-dimethylpiperidin-1-yl)ethoxy)ethyl)pyridin-3-yl)-7-fluoro-3-methyl-1-(tetrahydro-2H-pyran-4-yl)-1H-imidazo[4,5-c]cinnolin-2(3H)-one CC1(CCN(CC1)CCO[C@H](C)C1=CC=C(C=N1)C1=CC=2C3=C(N=NC2C=C1F)N(C(N3C3CCOCC3)=O)C)C